(R)-2-(1-phenylethylcarbamoyl)benzoic acid C1(=CC=CC=C1)[C@@H](C)NC(=O)C1=C(C(=O)O)C=CC=C1